3-bromo-4-chloro-1-(tetrahydro-2H-pyran-2-yl)-1H-pyrazolo[4,3-c]pyridine BrC1=NN(C2=C1C(=NC=C2)Cl)C2OCCCC2